BrC=1C=C2C(=CNC(C2=CC1)=O)F 6-Bromo-4-fluoroisoquinolin-1(2H)-one